O1CC[C@@H](C2=CC=CC=C12)NC(=O)C1=C(N2C(S1)=C(C(=N2)C)C2=C(C(=C(C=C2)F)F)F)C(C)C N-[(4S)-3,4-dihydro-2H-chromen-4-yl]-6-methyl-3-(propan-2-yl)-7-(2,3,4-trifluorophenyl)pyrazolo[5,1-b][1,3]thiazole-2-carboxamide